4-chloro-7-(4-fluoro-3-methylphenyl)thieno[2,3-d]Pyridazine ClC1=C2C(=C(N=N1)C1=CC(=C(C=C1)F)C)SC=C2